6-(5-(7-Ethyl-7H-imidazo[4,5-c]pyridazin-4-yl)-2-fluorophenyl)-7-methoxyquinazoline C(C)N1C=NC2=C1N=NC=C2C=2C=CC(=C(C2)C=2C=C1C=NC=NC1=CC2OC)F